(1S,4S)-5-((4-(Bromomethyl)phenyl)sulfonyl)-2,5-diazabicyclo[2.2.1]heptane-2-carboxylic acid tert-butyl ester C(C)(C)(C)OC(=O)N1[C@@H]2CN([C@H](C1)C2)S(=O)(=O)C2=CC=C(C=C2)CBr